2-([5-[1-(4-[3-amino-6-[2-(methoxymethoxy)phenyl]pyridazin-4-yl]-1H-pyrazol-1-yl)ethyl]pyridin-2-yl]oxy)ethan-1-ol NC=1N=NC(=CC1C=1C=NN(C1)C(C)C=1C=CC(=NC1)OCCO)C1=C(C=CC=C1)OCOC